4-(CYCLOHEXYLMETHOXY)PHENYLBORONIC ACID C1(CCCCC1)COC1=CC=C(C=C1)B(O)O